(E)-2-(4-(2-(Pyridin-4-yl)vinyl)-[2,4'-bipyrimidin]-2'-yl)isoindoline-5-carbonitrile N1=CC=C(C=C1)/C=C/C1=NC(=NC=C1)C1=NC(=NC=C1)N1CC2=CC=C(C=C2C1)C#N